C(C)NC1C(=CC=CC1)O 2-ethylamino-3H-phenol